(3-(((1R,4R)-4-(Pyrimidin-5-yl)cyclohexyl)-methyl)-1,2,3-oxadiazol-3-ium-5-yl)((2-(trifluoromethyl)pyridin-4-yl)carbamoyl)amide N1=CN=CC(=C1)C1CCC(CC1)C[N+]1=NOC(=C1)[N-]C(NC1=CC(=NC=C1)C(F)(F)F)=O